C(C)(C)N1C[C@H](N(CC1)C1=C(N=C(S1)C1=NNC(=C1C(C)C)C=1C=C(C=2N(C1)N=CN2)OC)C)C (R)-5-(4-isopropyl-2-methylpiperazin-1-yl)-2-(4-isopropyl-5-(8-methoxy-[1,2,4]triazolo[1,5-a]pyridin-6-yl)-1H-pyrazol-3-yl)-4-methylthiazole